2-((3-(4-fluorophenyl)-5-methylisoxazol-4-yl)methoxy)-6-methyl-7,8-dihydro-1,6-naphthyridin-5(6H)-one FC1=CC=C(C=C1)C1=NOC(=C1COC1=NC=2CCN(C(C2C=C1)=O)C)C